5-chloro-N-{8-fluoro-2-methylimidazo[1,2-a]pyridin-6-yl}-2-methylquinoline-8-carboxamide ClC1=C2C=CC(=NC2=C(C=C1)C(=O)NC=1C=C(C=2N(C1)C=C(N2)C)F)C